4-bromo-3-chloro-5-((2-(trimethylsilyl)ethoxy)methyl)-6,7,8,9-tetrahydrocyclohepta[b]indol-10(5H)-one BrC=1C(=CC=C2C3=C(N(C12)COCC[Si](C)(C)C)CCCCC3=O)Cl